4-styrenesulfonic acid sodium salt [Na+].C=CC1=CC=C(C=C1)S(=O)(=O)[O-]